1-(4-bromophenyl)-prop-2-yn-1-one BrC1=CC=C(C=C1)C(C#C)=O